CC(CCCCCC)B(O)O octan-2-ylboronic acid